octamethyl-hexavinyl-diphenyl-heptasiloxane C[Si](O[Si](O[Si](O[Si](O[Si](O[Si](C=C)(C=C)C=C)(C)C)(C)C)(C1=CC=CC=C1)C1=CC=CC=C1)(C)C)(O[Si](C=C)(C=C)C=C)C